NOCC(CC1=C(C=C(C=C1)Cl)Cl)NC(=O)C=1C(N(N=CC1OC1=CC(=CC=C1)C1CC1)C)=O N-[1-(aminooxymethyl)-2-(2,4-dichlorophenyl)ethyl]-5-(3-cyclopropylphenoxy)-2-methyl-3-oxo-pyridazine-4-carboxamide